(4-methyl-m-phenylene)bis[N',N'-dimethylurea] CC1=C(C=C(C=C1)NC(=O)N(C)C)NC(=O)N(C)C